1,2,4,6-O-tetranonanoyl-sorbitol C(CCCCCCCC)(=O)C(O)[C@](O)([C@@H](O)[C@](O)([C@H](O)COC(CCCCCCCC)=O)C(CCCCCCCC)=O)C(CCCCCCCC)=O